N-(6-methoxy-2-((1r,4r)-4-(piperazin-1-ylmethyl)cyclohexyl)-2H-indazol-5-yl)-6-(trifluoromethyl)picolinamide TFA salt OC(=O)C(F)(F)F.COC=1C(=CC2=CN(N=C2C1)C1CCC(CC1)CN1CCNCC1)NC(C1=NC(=CC=C1)C(F)(F)F)=O